4-(Trifluoromethoxy)benzaldehyde-O-(1-methyl-1H-imidazole-2-carbonyl) oxime CN1C(=NC=C1)C(=O)ON=CC1=CC=C(C=C1)OC(F)(F)F